3,8-diazabicyclo(3.2.1)octane C12CNCC(CC1)N2